racemic-3-(2-amino-[1,2,4]triazolo[1,5-a]pyridin-7-yl)-N-(3-(4-chlorophenyl)-3-hydroxypropyl-1,1,3-d3)-2-fluoro-6-methylbenzamide NC1=NN2C(C=C(C=C2)C=2C(=C(C(=O)NC(C[C@@]([2H])(O)C3=CC=C(C=C3)Cl)([2H])[2H])C(=CC2)C)F)=N1 |r|